CC=1C(=NC(=NC1)NC=1C=CC(=NC1)N1CC2CN(CC2C1)C)NC=1C=CC2=C(NC(O2)=O)C1 methyl-N2-[2-(3-methyl-3,7-diazabicyclo[3.3.0]oct-7-yl)pyridin-5-yl]-N4-(2-oxo-2,3-dihydro-1,3-benzoxazol-5-yl)-2,4-pyrimidinediamine